F[C@H]1C[C@H](CN(C1)C)NC=1N=NC(=C(N1)C)C1=C(C=C(C=C1)C(F)(F)F)O 2-[3-[[(3R,5S)-5-Fluoro-1-methyl-3-piperidyl]amino]-5-methyl-1,2,4-triazin-6-yl]-5-(trifluoromethyl)phenol